1,5-dimethyl-4-[2-methyl-4-(2-methyl-1,3-thiazol-5-yl)benzenesulfonyl]-1,2,3,4-tetrahydroquinoxaline CN1CCN(C2=C(C=CC=C12)C)S(=O)(=O)C1=C(C=C(C=C1)C1=CN=C(S1)C)C